C(C)(C)N1N=CC(=C1)C1=NC=CC(=C1)N(C(=O)[C@@H]1CC[C@H](CC1)CC(=O)O)CC12CCC(CC1)(CC2)C2=CC(=C(C=C2)OC)C trans-2-(4-((2-(1-Isopropyl-1H-pyrazol-4-yl)pyridin-4-yl)((4-(4-methoxy-3-methylphenyl)bicyclo[2.2.2]octan-1-yl)methyl)carbamoyl)cyclohexyl)acetic acid